CC1[C@@H]([C@H](CC(C1)C)O)C(CO)C (3S,4R)-5-methyl-p-menthane-3,9-diol